C(C)OC(CCC(=O)C1=NC2=CC=C(C=C2C(=C1O)Br)C1=C(C=CC=C1C)C)=O 4-[4-Bromo-6-(2,6-dimethyl-phenyl)-3-hydroxy-quinolin-2-yl]-4-oxo-butyric acid ethyl ester